(3S,3'S)-3,3'-(((Ethane-1,2-diylbis(oxy))bis(prop-1-yne-3,1-diyl))bis(1-oxoisoindoline-4,2-diyl))bis(piperidine-2,6-dione) C(COCC#CC1=C2CN(C(C2=CC=C1)=O)[C@@H]1C(NC(CC1)=O)=O)OCC#CC1=C2CN(C(C2=CC=C1)=O)[C@@H]1C(NC(CC1)=O)=O